FC(CN1CCC(CC1)C(=O)NC=1N=CC2=CC=C(C=C2C1)C=1C=NN(C1)C)(C)C 1-(2-fluoro-2-methylpropyl)-N-(6-(1-methyl-1H-pyrazol-4-yl)isoquinolin-3-yl)piperidine-4-carboxamide